COC[C@@](C(=O)O)(CC1=CC(=C(C=C1)OCOC)I)NC(=O)OC(C)(C)C methoxymethyl-(R)-2-((tert-butoxycarbonyl)amino)-3-(3-iodo-4-(methoxymethoxy)phenyl)propanoic acid